(4-chlorobenzyl)-1-(4-(3-chloropyridin-4-yl)phenyl)pyrrolidin-2-one ClC1=CC=C(CC2C(N(CC2)C2=CC=C(C=C2)C2=C(C=NC=C2)Cl)=O)C=C1